C(C)(=O)N[C@@H](CC(=O)[O-])C(=O)[O-] N-acetyl-L-Aspartate